lithium-germanium sulfur N-[4-(5,5-Dimethyl-2-oxo-1-piperidyl)-6-phenoxy-pyrimidin-2-yl]benzenesulfonamide CC1(CCC(N(C1)C1=NC(=NC(=C1)OC1=CC=CC=C1)NS(=O)(=O)C1=CC=CC=C1)=O)C.[S].[Ge].[Li]